2-[2-(2-fluoro-3-methylbutan-2-yl)-4-(1,1,2,2,2-pentafluoroethyl)imidazo[1,2-a]1,8-naphthyridin-8-yl]-1,3,4-oxadiazole FC(C)(C(C)C)C=1C=C(C=2C=CC=3N(C2N1)C=C(N3)C=3OC=NN3)C(C(F)(F)F)(F)F